cerium-iron-magnesium [Mg].[Fe].[Ce]